ClCCN1C(=NC2=C(C1=O)C=NN2C2=CC=C(C=C2)Cl)C2=CC=NC=C2 5-(2-chloroethyl)-1-(4-chlorophenyl)-6-(pyridin-4-yl)-1,5-dihydro-4H-pyrazolo[3,4-d]pyrimidin-4-one